CC=1N=C(C=2N=CN([C@H]3[C@H](O)[C@H](O)[C@@H](COC)O3)C2N1)N 2,5'-O-Dimethyladenosin